N-[[4-cyclopropyl-6-[3-[3-methyl-1-(4-methyl-1,2,4-triazol-3-yl)cyclobutyl]phenyl]-7-oxo-1-(2-trimethylsilylethoxymethyl)pyrrolo[2,3-c]pyridin-2-yl]methyl]-N-methylmethanesulfonamide C1(CC1)C=1C2=C(C(N(C1)C1=CC(=CC=C1)C1(CC(C1)C)C1=NN=CN1C)=O)N(C(=C2)CN(S(=O)(=O)C)C)COCC[Si](C)(C)C